BrC1=C(C=C(C=C1)C=C)C 1-bromo-2-methyl-4-vinyl-benzene